ClC1=C(C=CC=2N(C=NC21)CCC[C@H]2NCCC[C@@H]2O)[N+](=O)[O-] (2R,3S)-2-(3-(4-chloro-5-nitro-1H-benzo[d]imidazol-1-yl)propyl)piperidin-3-ol